CN(C(=O)C=1OC2=C(N1)C=CC=C2)C N,N-dimethyl-2-benzoxazolecarboxamide